ClC1=C(C=CC(=C1)F)C=1CCCC2=C(C1C1=CC=C(C=C1)C=C1CN(C1)CCCF)C=CC(=C2)C(=O)OC methyl 8-(2-chloro-4-fluorophenyl)-9-(4-((1-(3-fluoropropyl)azetidin-3-ylidene)methyl)phenyl)-6,7-dihydro-5H-benzo[7]annulene-3-carboxylate